BrC1=C(C=C(C=C1C)C(C)(C)C)C 2-bromo-5-tert-butyl-1,3-xylene